C(C)[SH-]C(NC(C1=CC=CC=C1)=N)=S S-Ethyl-N-(α-iminobenzyl)dithiocarbamate